4-cyclopropoxy-N-(2,6-dichlorophenyl)-2-({1-[2-(morpholin-4-yl)ethyl]-1H-pyrazol-4-yl}amino)pyrimidine-5-carboxamide C1(CC1)OC1=NC(=NC=C1C(=O)NC1=C(C=CC=C1Cl)Cl)NC=1C=NN(C1)CCN1CCOCC1